C(C)(C)(C)OC(=O)N1[C@@H](COCC1)C=1C=C(C=C2CCN(CC12)C(=O)N1CC(CC1)O)C=1C=C2C(=NC1)NC=C2C (3R)-3-(2-(3-hydroxypyrrolidin-1-carbonyl)-6-(3-methyl-1H-pyrrolo[2,3-b]pyridin-5-yl)-1,2,3,4-Tetrahydroisoquinolin-8-yl)morpholine-4-carboxylic acid tert-butyl ester